(E)-tert-butyl (2-(3-bromo-4-(methoxymethoxy)styryl)benzo[d]thiazol-6-yl)carbamate BrC=1C=C(/C=C/C=2SC3=C(N2)C=CC(=C3)NC(OC(C)(C)C)=O)C=CC1OCOC